tert-butyl (E)-6-(3-(dimethyl amino) acryloyl)-2-azaspiro[3.3]heptane-2-carboxylate CN(/C=C/C(=O)C1CC2(CN(C2)C(=O)OC(C)(C)C)C1)C